C(=C)C[Si](O[SiH](CC=C)CC=C)(CC=C)CC=C 1,1,1,3,3-pentavinylmethyldisiloxane